3-(tert-butyl)-N-(4-(2-(cyclopropanecarboxamido)pyridin-4-yl)-2-(difluoromethyl)-3-fluorobenzyl)-1,2,4-oxadiazole-5-carboxamide C(C)(C)(C)C1=NOC(=N1)C(=O)NCC1=C(C(=C(C=C1)C1=CC(=NC=C1)NC(=O)C1CC1)F)C(F)F